5-(4-aminophenyl)-1-(tert-butyl)-3-((2-(2-methoxyethoxy)pyridin-4-yl)amino)-1H-pyrazole-4-carboxamide NC1=CC=C(C=C1)C1=C(C(=NN1C(C)(C)C)NC1=CC(=NC=C1)OCCOC)C(=O)N